N-(1,3'-dimethylbutyl)-N'-phenyl-p-phenylenediamine CC(CC(C)C)NC1=CC=C(C=C1)NC1=CC=CC=C1